N-(3-Fluoro-1-bicyclo[1.1.1]pentanyl)-4-[[2-(1H-indazol-6-yl)acetyl]amino]pyridine-2-carboxamide FC12CC(C1)(C2)NC(=O)C2=NC=CC(=C2)NC(CC2=CC=C1C=NNC1=C2)=O